CC1(OB(OC1(C)C)C1=C(C(=C2C(SC=3C2=C(C(=C(C3[2H])[2H])C3=C(C(=C(C(=C3[2H])[2H])[2H])[2H])[2H])[2H])=C1[2H])[2H])[2H])C 4,4,5,5-tetramethyl-2-(8-(phenyl-d5)dibenzo[b,d]thiophen-3-yl-1,2,4,6,7,9-d6)-1,3,2-dioxaborolane